tert-Butyl (2S,5R)-4-(4-(difluoromethoxy)benzoyl)-5-ethyl-2-methylpiperazine-1-carboxylate FC(OC1=CC=C(C(=O)N2C[C@@H](N(C[C@H]2CC)C(=O)OC(C)(C)C)C)C=C1)F